[N+](=O)(OCCCCCCCCCCC1=C(C(C(=C(C1=O)OC)OC)=O)C)[O-] 10-(4,5-dimethoxy-2-methyl-3,6-dioxocyclohexa-1,4-dien-1-yl)decyl nitrate